F[B-](F)(F)F.C(CCCCCCCCC)N1C=[N+](C=C1)C 1-Decyl-3-Methyl-Imidazolium Tetrafluoroborate